C1(CC1)S(=O)(=O)N1CC([C@@H](CC1)NC1=NN2C(C=N1)=C(C=C2C(C)C)F)(F)F (4R)-1-(cyclopropanesulfonyl)-3,3-difluoro-N-{5-fluoro-7-isopropylpyrrolo[2,1-f][1,2,4]triazin-2-yl}piperidin-4-amine